7-bromo-5-chloro-1,3-thiazolo[5,4-b]pyridine BrC1=C2C(=NC(=C1)Cl)SC=N2